C(OC1=CC=C(C=C1)[N+](=O)[O-])(O[C@@H]1COC[C@H]1SSC1=NC=CC=C1)=O |r| (4-nitrophenyl) [trans-(3RS,4RS)-4-(2-pyridyldisulfanyl)tetrahydrofuran-3-yl] carbonate